(4-bromo-2-methylbenzyl)(methyl)carbamic acid tert-butyl ester C(C)(C)(C)OC(N(C)CC1=C(C=C(C=C1)Br)C)=O